But-3-yn-1-yl 1H-imidazole-1-carboxylate N1(C=NC=C1)C(=O)OCCC#C